C(C)(C)OC(NC1=CC(=C(C=C1)C1=CN=C(S1)Br)S(NC(C)(C)C)(=O)=O)=O [4-(2-Bromothiazol-5-yl)-3-(tert-butylsulfamoyl)phenyl]Carbamic acid isopropyl ester